(2R,3R,4S,5R)-2-(4-amino-7H-pyrrolo[2,3-d]pyrimidin-7-yl)-5-((R)-(2,3-dihydrobenzofuran-6-yl)(hydroxy)methyl)tetrahydrofuran-3,4-diol NC=1C2=C(N=CN1)N(C=C2)[C@@H]2O[C@@H]([C@H]([C@H]2O)O)[C@H](O)C2=CC1=C(CCO1)C=C2